5-(3-chloro-2-fluoropyridin-4-yl)-3-((4-fluorobenzyl)amino)-4H-benzo[e][1,2,4]thiadiazine 1,1-dioxide ClC=1C(=NC=CC1C1=CC=CC2=C1NC(=NS2(=O)=O)NCC2=CC=C(C=C2)F)F